QUINAZOLINONE O=C1NC=NC2C=CC=CC1=2